CC1=C(C(=O)O)C=CC(=C1C)C(=O)O.O1C(=CC=C1C(=O)O)C(=O)O (2,5-furandicarboxylic acid) 2,3-dimethyl-terephthalate